OC=1C=C2C(N(C(C2=CC1)=O)C12C(NC(C(C1)C2)=O)=O)=O 1-(5-hydroxy-1,3-dioxoisoindolin-2-yl)-3-azabicyclo[3.1.1]heptane-2,4-dione